(S)-4-((2-phenoxyethyl)(4-(5,6,7,8-tetrahydro-1,8-naphthyridin-2-yl)butyl)amino)-2-(2-(tetrahydro-2H-pyran-4-yl)acetamido)butanoic acid O(C1=CC=CC=C1)CCN(CC[C@@H](C(=O)O)NC(CC1CCOCC1)=O)CCCCC1=NC=2NCCCC2C=C1